C(C1=CC=CC=C1)OC=1C(=C(C=C(C1F)C(F)(F)F)NC=1C=NC(=CC1N)Br)F N3-(3-(benzyloxy)-2,4-difluoro-5-(trifluoromethyl)phenyl)-6-bromopyridine-3,4-diamine